3,4-Difluoro-N-[1-[1-[(1R)-3-(hydroxyamino)-1-(1H-indol-3-ylmethyl)-3-oxo-propyl]triazol-4-yl]-2-(4-hydroxyphenyl)ethyl]benzamide FC=1C=C(C(=O)NC(CC2=CC=C(C=C2)O)C=2N=NN(C2)[C@@H](CC(=O)NO)CC2=CNC3=CC=CC=C23)C=CC1F